[Ni+2].C(CCCCCC(=O)O)(=O)O pimeloic acid nickel (II)